N-(1-Benzylpiperidin-4-yl)-N-(4-methoxyphenyl)butanamide octyl-3,4-dihydroxybenzoate C(CCCCCCC)OC(C1=CC(=C(C=C1)O)O)=O.C(C1=CC=CC=C1)N1CCC(CC1)N(C(CCC)=O)C1=CC=C(C=C1)OC